3-(4-isopentyl-1H-1,2,3-triazol-1-yl)-N-(2-(trifluoromethyl)phenyl)benzenesulfonamide C(CC(C)C)C=1N=NN(C1)C=1C=C(C=CC1)S(=O)(=O)NC1=C(C=CC=C1)C(F)(F)F